COC(=O)C=1C=CC=2C3=C(NC2C1)C=C(N=C3NCCCN3CCCCC3)CC3=CSC=C3 1-((3-(piperidin-1-yl)propyl)amino)-3-(thien-3-ylmethyl)-5H-pyrido[4,3-b]indole-7-carboxylic acid methyl ester